methyl 4-(1-(N-methyl-4,5,6,7-tetrahydro-2H-pyrazolo[4,3-c]pyridine-3-carboxamido)cyclopropyl)benzoate dihydrochloride Cl.Cl.CN(C(=O)C=1NN=C2C1CNCC2)C2(CC2)C2=CC=C(C(=O)OC)C=C2